ClC1=NC2=C(C=C(C=C2C(N1N1CCOCC1)=O)C)[C@@H](C)N[S@](=O)C(C)(C)C (R)-N-((R)-1-(2-chloro-6-methyl-3-morpholino-4-oxo-3,4-dihydroquinazolin-8-yl)ethyl)-2-methylpropane-2-sulfinamide